C(C)OC(=O)[C@]1([C@@H](C1)C1=NC=CC(=N1)C)F.CN(C1=CC=CC=C1)C1=NC=C(C(=N1)N1N=CC=C1)C(F)(F)F |r| N-methyl-4-[[4-pyrazol-1-yl-5-(trifluoromethyl)pyrimidin-2-yl]amino]benzene rac-ethyl-(1S*,2S*)-1-fluoro-2-(4-methylpyrimidin-2-yl)cyclopropane-1-carboxylate